FC1=CC(=CC2=C1N=C(S2)NC(=O)[C@@H]2CN(CCC2)C2CN(C2)C)F (S)-N-(4,6-difluorobenzo[d]thiazol-2-yl)-1-(1-methylazetidin-3-yl)piperidine-3-carboxamide